OCCCC(C(=O)O)CCCC hydroxypropylCaproic acid